8-(dimethylamino)-8-phenyl-3-(prop-2-yn-1-yl)-1,3-diazaspiro[4.5]decan-2-one CN(C1(CCC2(CN(C(N2)=O)CC#C)CC1)C1=CC=CC=C1)C